(5S,6S)-5,6-dimethylpiperazine-2,3-dione C[C@@H]1NC(C(N[C@H]1C)=O)=O